1-methyl-2-[[4-[2-(2H-tetrazol-5-yl)-5-(trifluoromethyl)-phenyl]piperazin-1-yl]methyl]benzimidazole CN1C(=NC2=C1C=CC=C2)CN2CCN(CC2)C2=C(C=CC(=C2)C(F)(F)F)C=2N=NNN2